1-methylcyclopropyl pyridin-4-yl carbonate C(OC1(CC1)C)(OC1=CC=NC=C1)=O